C1(CC1)C(=O)C=1C(=CC(=NC1)NC1=NC(=NC=C1)C=1C=NN(C1)S(=O)(=O)C1CC1)NCC1CCC(CC1)CNC(C)=O N-(((1r,4r)-4-(((5-(Cyclopropanecarbonyl)-2-((2-(1-(cyclopropylsulfonyl)-1H-pyrazol-4-yl)pyrimidin-4-yl)amino)pyridin-4-yl)amino)methyl)cyclohexyl)methyl)acetamide